2-propoxy-1-propyl benzoate C(C1=CC=CC=C1)(=O)OCC(C)OCCC